(3-(4-iodobenzyl)-1,2,3-oxadiazol-3-ium-5-yl)((5-(trifluoromethyl)pyridin-3-yl)carbamoyl)amide IC1=CC=C(C[N+]2=NOC(=C2)[N-]C(NC=2C=NC=C(C2)C(F)(F)F)=O)C=C1